COC(C(=C)CBr)=O methyl-2-(bromomethyl)-acrylate